tert-butyl 3-[(3R)-6-hydroxy-4-oxo-quinazolin-3-yl]-8-azaspiro[4.5]decane-8-carboxylate OC=1C=C2C(N(C=NC2=CC1)C1CCC2(C1)CCN(CC2)C(=O)OC(C)(C)C)=O